ClC1=C(C=CC(=C1)C(F)(F)F)NC(C(C)(C)N1C=NC2=C1C=CC(=C2)I)=O N-(2-chloro-4-(trifluoromethyl)phenyl)-2-(5-iodo-1H-benzo[d]imidazol-1-yl)-2-methylpropanamide